ClC=1C=C(C=C(C1N[C@@H](CSC1=CC=C(C=C1)F)CCN1CC(C1)F)C#N)S(=O)(=O)NC(=O)[C@]1(OCCCCC1)C (S)-N-((3-chloro-5-cyano-4-(((R)-4-(3-fluoroazetidin-1-yl)-1-((4-fluorophenyl)thio)butan-2-yl)amino)phenyl)sulfonyl)-2-methyloxepane-2-carboxamide